benzoic acid formate C(=O)O.C(C1=CC=CC=C1)(=O)O